(S)-N-(1-(3-chlorophenyl)-2-hydroxyethyl)-4-(2-((2-ethylpyrazolo[1,5-a]pyridin-3-yl)amino)-5-methylpyrimidin-4-yl)oxazole-2-carboxamide ClC=1C=C(C=CC1)[C@@H](CO)NC(=O)C=1OC=C(N1)C1=NC(=NC=C1C)NC=1C(=NN2C1C=CC=C2)CC